C(C)C1(CCC(CC1)C(=O)N)CC diethyl-2-cyclohexanecarboxamide